Cl.ClC=1C=CC2=C(N(C3=C(CC2)C=CC=C3)CCCNC/C=C/C(=O)N)C1 (E)-4-{[3-(3-chloro-10,11-dihydro-5H-dibenzo[b,f]azepin-5-yl)propyl]amino}but-2-enamide hydrochloride